FC=1N=C(SC1C=O)NC(C)=O N-(4-fluoro-5-formyl-thiazole-2-yl)acetamide